ClC=1C=NN(C1C(=O)NC1=NC=C(C=C1C)CC1=CC=CC=C1)C[C@@H]1CN(CCC1)C(C(C)C)=O (S)-4-chloro-1-((1-isobutyrylpiperidin-3-yl)methyl)-N-(3-methyl-5-(phenylmethyl)pyridin-2-yl)-1H-pyrazole-5-carboxamide